CC1(OC(CC1=O)(C)C)C 2,2,5,5-tetramethyldihydrofuran-3(2H)-one